CC(C#C)(C)O[Si](C)(C)C 3-Methyl-3-trimethylsiloxy-1-butyne